methyl hydroxybenzoate (methyl hydroxybenzoate) CC=1C(=C(C(=O)O)C=CC1)O.OC1=C(C(=O)OC)C=CC=C1